8-(1-acetylpiperidin-4-yl)-4-fluoro-1-methyl-2-(trifluoromethyl)chromeno[7,8-d]imidazol-6(1H)-one C(C)(=O)N1CCC(CC1)C=1OC2=C(C(C1)=O)C=C(C=1N=C(N(C12)C)C(F)(F)F)F